(R)-1-(4-methoxyphenyl)propan-2-amine COC1=CC=C(C=C1)C[C@@H](C)N